NC1=NC2=CC(=CC=C2C=C1F)C[C@@H]1[C@@H](C[C@]2([C@@H]1O[C@@H]1OC(O[C@@H]12)(C)C)O)F (3aR,4aR,5S,6R,7aR,7bR)-5-((2-amino-3-fluoroquinolin-7-yl)methyl)-6-fluoro-2,2-dimethylhexahydro-3aH-cyclopenta[4,5]furo[2,3-d][1,3]dioxol-7a-ol